1-(4-chlorophenyl)-4-((2,4-dimethoxybenzyl)amino)-3-(furan-2-yl)-7-(trifluoromethyl)-1,8-naphthyridin-2(1H)-one ClC1=CC=C(C=C1)N1C(C(=C(C2=CC=C(N=C12)C(F)(F)F)NCC1=C(C=C(C=C1)OC)OC)C=1OC=CC1)=O